NC=1C=CC(=C(C(=O)OC)C1)NCCCC[C@@H](C(=O)OC)NC(C1=CC=C(C=C1)N(C=O)CC=1N=C2C(=NC(=NC2=NC1)N)N)=O Methyl (S)-5-amino-2-((5-(4-(N-((2,4-diaminopteridin-6-yl)methyl)formamido) benzamido)-6-methoxy-6-oxohexyl)amino)benzoate